benzyl 3-{[1-(trifluoromethyl)cyclopropyl]amino}pyrrolidine-1-carboxylate FC(C1(CC1)NC1CN(CC1)C(=O)OCC1=CC=CC=C1)(F)F